Methyl (R)-4-(5-fluoro-2-(trifluoromethyl)phenyl)-2-(fluoromethyl)-5-oxo-1,4,5,7-tetrahydrofuro[3,4-b]pyridine-3-carboxylate FC=1C=CC(=C(C1)[C@@H]1C2=C(NC(=C1C(=O)OC)CF)COC2=O)C(F)(F)F